C(CCCCCCCCCCC)(=O)N([C@@H](CCC(=O)OCCCCCCCC\C=C/C\C=C/CCCCC)C(=O)OCCCCCCCC\C=C/C\C=C/CCCCC)C(CCCCCCCCCCC)=O dilinoleyl bislauroylglutamate